(5-methoxy-3-nitro-2-((4-(trifluoromethoxy)benzyl)oxy)phenyl)propanoic acid COC=1C=C(C(=C(C1)C(C(=O)O)C)OCC1=CC=C(C=C1)OC(F)(F)F)[N+](=O)[O-]